3-[[4-[2,2,3,3,5,5,6,6-octadeuterio-4-[5-(trifluoromethyl)pyrimidin-2-yl]piperazin-1-yl]-4-oxo-butyl]amino]-5-(trifluoromethyl)-1H-pyridazin-6-one [2H]C1(N(C(C(N(C1([2H])[2H])C1=NC=C(C=N1)C(F)(F)F)([2H])[2H])([2H])[2H])C(CCCNC1=NNC(C(=C1)C(F)(F)F)=O)=O)[2H]